CC1(CC(N(O1)CC1=CC=C(C=C1)C1=NOC(=N1)C(F)(F)F)=O)C 5,5-dimethyl-2-[[4-[5-(trifluoromethyl)-1,2,4-oxadiazol-3-yl]-phenyl]methyl]isoxazolidin-3-one